(9H-Fluoren-9-yl)methyl (19-ethyl-2,2-dimethyl-4,18-dioxo-3,8,11,14-tetraoxa-5,17-diazahenicosan-19-yl)carbamate C(C)C(C(NCCOCCOCCOCCNC(OC(C)(C)C)=O)=O)(CC)NC(OCC1C2=CC=CC=C2C=2C=CC=CC12)=O